3,4,5-trimethyloxazolinium-2-carboxylate C[N+]1=C(OC(C1C)C)C(=O)[O-]